N1(CCNCC1)C(=O)OC1=CC(=CC=C1)CNC1=NC(=NC=2N1N=CC2C(C)C)OC2CCN(CC2)C 3-(((8-isopropyl-2-((1-methylpiperidin-4-yl)oxy)pyrazolo[1,5-a][1,3,5]triazin-4-yl)amino)methyl)phenyl piperazine-1-carboxylate